C12(CC(C1)C2)NC([C@H](CC2CCCC2)NC(=O)C=2SC(=CC2)[C@@H](C)NC=2C(=NC=C(C2)Cl)C)=O (2S)-N-{bicyclo[1.1.1]pentan-1-yl}-2-({5-[(1R)-1-[(5-chloro-2-methylpyridin-3-yl)amino]ethyl]thiophen-2-yl}formamido)-3-cyclopentylpropanamide